(S)-2-cyanomethylpiperazine-1-carboxylic acid tert-butyl ester C(C)(C)(C)OC(=O)N1[C@H](CNCC1)CC#N